FC1=C(C=C2C=CN(C(C2=C1)=O)C[C@H](C[C@H](C)NC=1C=NNC(C1C(F)(F)F)=O)F)C1=NC=C(C=N1)C(C)(C)O 7-fluoro-2-((2S,4S)-2-fluoro-4-((6-oxo-5-(trifluoromethyl)-1,6-dihydropyridazin-4-yl)amino)pentyl)-6-(5-(2-hydroxypropan-2-yl)pyrimidin-2-yl)isoquinolin-1(2H)-one